C(C)(C)(C)OC(=O)C1=C(C=NN1C)C1=NC=C(C(=N1)C)B(O)O (2-(5-(tert-butoxycarbonyl)-1-methyl-1H-pyrazol-4-yl)-4-methylpyrimidin-5-yl)boronic acid